ClC1=C(C=C(OCCCN2C(=C(C(=C2C)S(=O)(=O)C2=CC=C(C=C2)[N+](=O)[O-])C)C(=O)O)C=C1C)C 1-(3-(4-chloro-3,5-dimethylphenoxy)propyl)-3,5-dimethyl-4-((4-nitrophenyl)sulfonyl)-1H-pyrrole-2-carboxylic acid